2-(2-(2-oxoimidazolidin-1-yl)ethoxy)-1-naphthalenecarbonitrile oxide O=C1N(CCN1)CCOC1=C(C2=CC=CC=C2C=C1)C#[N+][O-]